Ethyl 1-(4-chloro-2-(methylsulfonyl)pyrimidin-5-yl)cyclopropane-1-carboxylate ClC1=NC(=NC=C1C1(CC1)C(=O)OCC)S(=O)(=O)C